1-BENZYL 2-(3,4,5-TRIMETHOXYBENZYL) PIPERIDINE-1,2-DICARBOXYLATE N1(C(CCCC1)C(=O)OCC1=CC(=C(C(=C1)OC)OC)OC)C(=O)OCC1=CC=CC=C1